N-((R)-1-(3,5-bis(1-methyl-1H-pyrazol-4-yl)phenyl)ethyl)-5-(((S)-4,4-difluoro-1-methylpyrrolidin-2-yl)methoxy)-2-methylbenzamide CN1N=CC(=C1)C=1C=C(C=C(C1)C=1C=NN(C1)C)[C@@H](C)NC(C1=C(C=CC(=C1)OC[C@H]1N(CC(C1)(F)F)C)C)=O